[Cl-].C(CCCCCCC)[N+](C)(C)CCCCCCCC Di-n-Octyl-Dimethyl-Ammonium Chloride